phenylcyclododecan-3-one hydrochloride Cl.C1(=CC=CC=C1)C1CC(CCCCCCCCC1)=O